(4R)-2,4-dimethyl-1-oxa-3,8-diazaspiro[4.5]decane-8-carboxylic acid tert-butyl ester C(C)(C)(C)OC(=O)N1CCC2([C@H](NC(O2)C)C)CC1